4-epoxycyclohexylmethyl 3,4-epoxycyclohexyl-carboxylate C1(CC2C(CC1)O2)C(=O)OCC2CC1C(CC2)O1